tris-(dibromopropyl)phosphate BrC(CCOP(=O)(OCCC(Br)Br)OCCC(Br)Br)Br